1,1,4,7-tetramethyl-2,3,4,4a,5,6,7,7b-octahydro-1aH-cyclopropa[e]azulene-7a-ol CC1(C2C3(C(CCC3C(CCC21)C)C)O)C